ClC1=CC(=C(COC2=CC=CC(=N2)C2CCN(CC2)CC(=O)NNC(/C=C/C(=O)OC)=O)C=C1)F methyl (E)-4-(2-(2-(4-(6-((4-chloro-2-fluorobenzyl) oxy) pyridin-2-yl) piperidin-1-yl) acetyl) hydrazinyl)-4-oxobut-2-enoate